N-[2-fluoro-4-(4,4,5,5-tetramethyl-1,3,2-dioxaborolan-2-yl)phenyl]cyclopropanecarboxamide FC1=C(C=CC(=C1)B1OC(C(O1)(C)C)(C)C)NC(=O)C1CC1